C(C)(C)(C)OC(=O)N1CCC(CC1)C#CC=1C=NC=C(C1)[C@](C1=CC=C(C=C1)C(C)C)(O)C1(CN(C1)C)C 4-{5-[(R)-(1,3-dimethyl-azetidin-3-yl)-hydroxy-(4-isopropyl-phenyl)-methyl]-pyridin-3-ylethynyl}-piperidine-1-carboxylic acid tert-butyl ester